C(C1=CC=CC=C1)OC(=O)C1=CC=C(C=C1)OB(O)O 4-(benzyloxycarbonyl)phenylboric acid